The molecule is a member of the class of 7-hydroxyisoflavones that is 7-hydroxyisoflavone and in which the phenyl group at position 3 is replaced by a 1,3-benzodioxol-5-yl group. It has a role as an antiprotozoal drug and a plant metabolite. It is a member of benzodioxoles and a member of 7-hydroxyisoflavones. It is a conjugate acid of a pseudobaptigenin(1-). C1OC2=C(O1)C=C(C=C2)C3=COC4=C(C3=O)C=CC(=C4)O